BrC1=C(C(=C(C(=C1Br)C)Br)Br)C 1,3,4,6-tetrabromo-2,5-dimethylbenzene